N[C@]1(C2=CC=CC=C2CC12CCNCC2)C2=CC=C1C(N(C(NC1=C2)=O)C2=C(C(=CC=C2)Cl)Cl)=O (S)-7-(1-amino-1,3-dihydrospiro[indene-2,4'-piperidine]-1-yl)-3-(2,3-dichlorophenyl)quinazoline-2,4(1H,3H)-dione